FC=1C=CC(=C2C(=NNC12)CCN1CCCC1)OC 7-fluoro-4-methoxy-3-(2-(pyrrolidin-1-yl)ethyl)-1H-indazole